C1(CC1)C1NC2(C1)CC(C2)OC=2C=CC(=NC2)C(NC(NC2=NC=CC=C2C)=S)=N 5-((2-cyclopropyl-azaspiro[3.3]heptan-6-yl)oxy)-N-((3-methylpyridin-2-yl)carbamothioyl)picolinimidamide